OC1=CC=C(C=C1)NC=1SC2=C(N1)CC[C@@]1([C@H]3CC[C@]4([C@H]([C@@H]3CC=C12)CC[C@@H]4O)C)C (5aR,5bS,7aS,8S,10aS,10bR)-2-((4-hydroxyphenyl)amino)-5a,7a-dimethyl-5,5a,5b,6,7,7a,8,9,10,10a,10b,11-dodecahydro-4H-cyclopenta[7,8]phenanthro[2,1-d]thiazol-8-ol